4,5-dichloro-2-(4-oxocyclohexyl)pyridazin-3(2H)-one ClC=1C(N(N=CC1Cl)C1CCC(CC1)=O)=O